C(C)(C)(C)OC(=O)N1C[C@@H]2COC3=C(CN2CC1)C=C(C(=C3F)Br)OCC3=CC=NC=C3 (12aR)-9-bromo-10-fluoro-8-[(pyridin-4-yl)methoxy]-3,4,12,12a-tetrahydro-6H-pyrazino[2,1-c][1,4]benzoxazepine-2(1H)-carboxylic acid tert-butyl ester